6-chloro-N-(6-methoxy-2,1,3-benzooxadiazol-5-yl)-1H-indole-3-sulfonamide ClC1=CC=C2C(=CNC2=C1)S(=O)(=O)NC1=CC=2C(=NON2)C=C1OC